2-(5-(3-((2-Chloro-5-(1-(difluoromethyl)-1H-pyrazol-3-yl)pyridin-4-yl)amino)-2,2-difluoropropoxy)-1-methyl-1H-pyrazol-4-yl)pyrimidin-4-amine ClC1=NC=C(C(=C1)NCC(COC1=C(C=NN1C)C1=NC=CC(=N1)N)(F)F)C1=NN(C=C1)C(F)F